1-(4-Methyl-1-azabicyclo[3.2.2]nonan-4-yl)-3-(2-(4'-(morpholine-4-carbonyl)biphenyl-4-yl)propan-2-yl)urea CC1(CCN2CCC1CC2)NC(=O)NC(C)(C)C2=CC=C(C=C2)C2=CC=C(C=C2)C(=O)N2CCOCC2